N-methoxy-N-methyl-4-(trifluoromethyl)cyclohexane-1-carboxamide (2S,4R)-tert-butyl-(6-chlorobenzo[d]thiazol-2-yl)-4-hydroxypyrrolidine-1-carboxylate C(C)(C)(C)[C@]1(N(C[C@@H](C1)O)C(=O)O)C=1SC2=C(N1)C=CC(=C2)Cl.CON(C(=O)C2CCC(CC2)C(F)(F)F)C